1-(3-((5-(2-hydroxy-4,6-dimethylphenyl)-[1,2,4]triazolo[1,5-a]pyrimidin-2-yl)amino)piperidin-1-yl)ethan-1-one OC1=C(C(=CC(=C1)C)C)C1=NC=2N(C=C1)N=C(N2)NC2CN(CCC2)C(C)=O